Cl.NCCC=C 1-Amino-3-butene hydrochloride